CC1=NC(=CC(=C1S(=O)(=O)N1CC2(C1)CN(C2)C2CCOCC2)C)C(F)(F)F 2-((2,4-dimethyl-6-(trifluoromethyl)pyridin-3-yl)sulfonyl)-6-(tetrahydro-2H-pyran-4-yl)-2,6-diazaspiro[3.3]heptane